C(=O)(O)CN1CCN(CCN(CCN(CC1)CC1=NC(=CC=C1)C(=O)O)CC(=O)O)CC1=[N+](C=CC=C1)[O-] 2-((4,10-bis(carboxymethyl)-7-((6-carboxypyridin-2-yl)methyl)-1,4,7,10-tetraazacyclododecane-1-yl)methyl)pyridine 1-oxide